(S)-3-(2-Benzyl-3-chloro-7-oxo-2,4,5,7-tetrahydro-6H-pyrazolo[3,4-c]pyridine-6-yl)-1,7-dimethyl-1,3,4,7-tetrahydro-2H-[1,4]thiazepine C(C1=CC=CC=C1)N1N=C2C(N(CCC2=C1Cl)[C@H]1CS(C(C=CN1)C)C)=O